P(SCCCCCCCCCCCC)(SCCCCCCCCCCCC)OC1=CC=CC=C1 dilauryl phenyl dithiophosphite